N-(2-(2-chlorophenyl)propan-2-yl)methacrylamide ClC1=C(C=CC=C1)C(C)(C)NC(C(=C)C)=O